CN(C1=C2NC=NC2=NC=N1)C N6,N6-dimethyladenine